4-((2-((5-((Z)-4,4,4-trifluoro-1-(3-fluoro-1H-indazol-5-yl)-2-phenylbut-1-en-1-yl)pyridin-2-yl)oxy)ethyl)amino)but-2-enamide FC(C/C(=C(\C=1C=C2C(=NNC2=CC1)F)/C=1C=CC(=NC1)OCCNCC=CC(=O)N)/C1=CC=CC=C1)(F)F